COC1=C(C=CC(=C1)OC)CNC(=O)C1=CC2=C(C(=N1)C=1N(C=C(N1)C1=CC(=NN1CCC=O)C)C)C=NN2C N-[(2,4-dimethoxyphenyl)methyl]-1-methyl-4-{1-methyl-4-[3-methyl-1-(3-oxopropyl)-1H-pyrazol-5-yl]-1H-imidazol-2-yl}-1H-pyrazolo[4,3-c]pyridine-6-carboxamide